OC(C)(C)C(=O)C1=CC=C(C=C1)OCCOC(C=C)=O 4-(2-acryloyloxyethoxy)phenyl (2-hydroxy-2-propyl) ketone